ClC1=CC=C(C=C1)C#CC1=NN=C(S1)NC(=O)C1=CN=CN1C1=C(C=CC=C1)OC N-(5-((4-chlorophenyl)ethynyl)-1,3,4-thiadiazol-2-yl)-1-(2-methoxyphenyl)-1H-imidazole-5-carboxamide